BrCCCCCCCCCNC(OC(C)(C)C)=O tert-butyl (9-bromononyl)carbamate